1-amino-N-(5-chloro-6-(difluoromethoxy)pyridin-3-yl)-7,7-dimethyl-6,7-dihydro-5H-cyclopenta[d]pyridazine-5-carboxamide NC1=NN=CC2=C1C(CC2C(=O)NC=2C=NC(=C(C2)Cl)OC(F)F)(C)C